CS(=O)[O-] The molecule is an organosulfinate oxoanion resulting from the deprotonation of the sulfinic acid moiety of methanesulfinic acid. It is a conjugate base of a methanesulfinic acid.